C1(=CC=CC=C1)C1=CNC2=NC=C(C=C21)C=2C=C(C(=O)N)C=CC2 3-(3-phenyl-1H-pyrrolo[2,3-b]pyridin-5-yl)benzamide